BrC1=C(C=NN1C)O[C@H]1C[C@@H](N(C1)C(=O)OC(C)(C)C)C tert-butyl (2S,4S)-4-((5-bromo-1-methyl-1H-pyrazol-4-yl)oxy)-2-methylpyrrolidine-1-carboxylate